N-(1-(2-hydroxy-2-methylpropyl)-3-(3-(trifluoromethyl)piperidin-1-yl)-1H-pyrazol-4-yl)pyrazolo[1,5-a]pyrimidine-3-carboxamide OC(CN1N=C(C(=C1)NC(=O)C=1C=NN2C1N=CC=C2)N2CC(CCC2)C(F)(F)F)(C)C